1-(6-chloro-5-formyl-2-pyridyl)-N,N-dimethyl-azetidine-3-sulfonamide ClC1=C(C=CC(=N1)N1CC(C1)S(=O)(=O)N(C)C)C=O